(2S)-2-amino-4-ethylsulfanylbutanoic acid N[C@H](C(=O)O)CCSCC